2-(10-chloro-5,5-dioxido-6H-dibenzo[c,e][1,2]thiazin-6-yl)-N-cyclohexylacetamide ClC1=CC=CC=2N(S(C3=C(C21)C=CC=C3)(=O)=O)CC(=O)NC3CCCCC3